1-(2-(3-(difluoromethoxy)cyclobutyl)ethyl)-3-((difluoromethoxy)methyl)piperazine FC(OC1CC(C1)CCN1CC(NCC1)COC(F)F)F